C(C)(C)(C)N1CCN(CC1)C1=C(C=C(C=C1)C#N)NC1=NC(=CC(=N1)OC)OC tert-butyl-4-(4-cyano-2-((4,6-dimethoxypyrimidin-2-yl)amino)phenyl)piperazine